2-(4-chlorophenyl)-N-[2-(4-chlorophenyl)acetyl]-N-[1-(2-methylpropyl)-5-oxopyrrolidin-3-yl]acetamide ClC1=CC=C(C=C1)CC(=O)N(C1CN(C(C1)=O)CC(C)C)C(CC1=CC=C(C=C1)Cl)=O